platinum bis(2-phenylpyridine) C1(=CC=CC=C1)C1=NC=CC=C1.C1(=CC=CC=C1)C1=NC=CC=C1.[Pt]